N-[(1R,3S)-3-{[6-chloro-2-(trifluoromethyl)quinolin-4-yl]amino}cyclohexyl]-4-(N-methylmethanesulfonamido)benzamide ClC=1C=C2C(=CC(=NC2=CC1)C(F)(F)F)N[C@@H]1C[C@@H](CCC1)NC(C1=CC=C(C=C1)N(S(=O)(=O)C)C)=O